(2R,5S)-3-(4-Cyano-3-(trifluoromethyl)phenyl)-N-(3,4-dicyanophenyl)-2-(trifluoromethyl)oxazolidin-5-carboxamid C(#N)C1=C(C=C(C=C1)N1[C@H](O[C@@H](C1)C(=O)NC1=CC(=C(C=C1)C#N)C#N)C(F)(F)F)C(F)(F)F